2,3-dibutyl-1,4-cyclohexanedicarboxylic acid C(CCC)C1C(CCC(C1CCCC)C(=O)O)C(=O)O